NC1=C(C=C(C=N1)NC(C(=O)N(CC1=NC=C(C=C1)C(F)(F)F)[C@H]1[C@@H](CCC1)OC(F)F)=O)CC N1-(6-amino-5-ethylpyridin-3-yl)-N2-((1R,2R)-2-(difluoromethoxy)cyclopentyl)-N2-((5-(trifluoromethyl)pyridin-2-yl)methyl)oxalamide